C1=CC=CC=2C3=CC=CC=C3C(C12)COC(=O)N(C(C(=O)O)CC1=CC(=CC=C1)OCC=C)C 2-((((9H-Fluoren-9-yl)methoxy)carbonyl)(methyl)amino)-3-(3-(allyloxy)phenyl)propanoic acid